2-methylene-1,3-propanedisulfonic acid C=C(CS(=O)(=O)O)CS(=O)(=O)O